(3aR,4R,6aR)-2,2-dimethyltetrahydrofurano[3,4-d][1,3]dioxol-4-ol CC1(O[C@@H]2[C@H](O1)CO[C@H]2O)C